C1N(CC2=CC=CC=C12)C1=NC=2N(C(=C1)C=1C=NNC1)N=C(C2C)C(=O)OCC ethyl 5-(isoindolin-2-yl)-3-methyl-7-(1H-pyrazol-4-yl)pyrazolo[1,5-a]pyrimidine-2-carboxylate